C(CCC)OC1=C(C(C1=C(C#N)C#N)=O)O 2-butoxy-3-(dicyanomethylene)-4-oxocyclobut-1-en-1-ol